tert-Butyl 3-(4-methyl-1-{2-oxo-2-[(2S)-2-(trifluoromethyl)pyrrolidin-1-yl]ethyl}-1H-pyrazolo[4,3-c]pyridin-3-yl)azetidine-1-carboxylate CC1=NC=CC2=C1C(=NN2CC(N2[C@@H](CCC2)C(F)(F)F)=O)C2CN(C2)C(=O)OC(C)(C)C